C(C)C(C(=O)[O-])CCCC.C(C)C(C(=O)[O-])CCCC.[Sn+2] tin (II) bis(2-ethylhexanoate)